ClC1=C2C=C(NC2=CC=C1Cl)C(=O)N1CC(CC1)C(=O)N 1-[(4,5-dichloro-1H-indol-2-yl)carbonyl]-3-pyrrolidinecarboxamide